1-oxo-4-(o-tolyl)-1,2-dihydroisoquinolin-7-yl trifluoromethanesulfonate FC(S(=O)(=O)OC1=CC=C2C(=CNC(C2=C1)=O)C1=C(C=CC=C1)C)(F)F